3-(5-{4-[(4S)-3,3-difluoropiperidin-4-yl]piperazin-1-yl}-3-methyl-2-oxo-1,3-benzodiazol-1-yl)piperidine-2,6-dione trifluoroacetate FC(C(=O)O)(F)F.FC1(CNCC[C@@H]1N1CCN(CC1)C1=CC2=C(N(C(N2C)=O)C2C(NC(CC2)=O)=O)C=C1)F